[Si](C)(C)(C(C)(C)C)O[C@H]1[C@@H](O[C@@H]([C@H]1OCC[N+](=O)[O-])CO[Si](C)(C)C(C)(C)C)N1C2=NC=NC(=C2N=C1)NC(C1=CC=CC=C1)=O N-(9-((2R,3R,4R,5R)-3-((tert-butyldimethylsilyl)oxy)-5-(((tert-butyldimethylsilyl)oxy)methyl)-4-(2-nitroethoxy)tetrahydrofuran-2-yl)-9H-purin-6-yl)benzamide